1-(1-(4-Fluorophenyl)-1H-pyrazol-4-yl)propan-1-one tert-Butyl-2-(3-carbamoyl-5-(1H-thieno[3,2-c]pyrazol-3-yl)-1H-indol-1-yl)acetate C(C)(C)(C)OC(CN1C=C(C2=CC(=CC=C12)C=1C2=C(NN1)C=CS2)C(N)=O)=O.FC2=CC=C(C=C2)N2N=CC(=C2)C(CC)=O